ClC1=C(C=C(OCC(=O)NC23CC(C2)(C3)N3N=NC(=C3)C3CC(C3)OC(F)(F)F)C=C1)F 2-(4-chloro-3-fluorophenoxy)-N-(3-{4-[(1s,3s)-3-(trifluoromethoxy)cyclobutyl]-1H-1,2,3-triazol-1-yl}bicyclo[1.1.1]pentan-1-yl)acetamide